1,6-dimethyl-1H-pyrazolo[3,4-d]pyrimidine-4-carboxylic acid CN1N=CC=2C1=NC(=NC2C(=O)O)C